3-prop-2-ynylsulfanylprop-1-yne C(C#C)SCC#C